2,2,2-trifluoroethyl 2-oxo-2-[(2S,5R)-4-(2,2-dimethylpropyl)-5-methyl-2-phenyl-piperazin-1-yl]acetate 2,2,2-Trifluoroethyl-2-chloro-2-oxo-acetate FC(COC(C(=O)Cl)=O)(F)F.O=C(C(=O)OCC(F)(F)F)N1[C@H](CN([C@@H](C1)C)CC(C)(C)C)C1=CC=CC=C1